1,2-bis(2-bromoethoxy)ethane BrCCOCCOCCBr